C1(CC1)[C@H](C=1C=CC2=C(NC(=N2)[C@@H](NC(=O)C2=CC=NN2C(C)C)[C@@H]2OCC(CC2)(F)F)C1)NC(CC1CC(C1)(F)F)=O |o1:24| N-((R)-(6-((R)-Cyclopropyl(2-(3,3-difluorocyclobutyl)acetamido)methyl)-1H-benzo[d]imidazol-2-yl)((R*)-5,5-difluorotetrahydro-2H-pyran-2-yl)methyl)-1-isopropyl-1H-pyrazole-5-carboxamide